C1C(CC12CCNCC2)OC2=CC(=C(C(=C2)F)C=2C(=NC=1N(C2N[C@H](C(F)(F)F)C)N=CN1)Cl)F (S)-6-(4-((7-azaspiro[3.5]non-2-yl)oxy)-2,6-difluorophenyl)-5-chloro-N-(1,1,1-trifluoropropan-2-yl)-[1,2,4]triazolo[1,5-a]pyrimidin-7-amine